dopamine-cinnamaldehyde N(CCC1=CC(O)=C(O)C=C1)C1=CC=CC=C1C=CC=O